NC1CCC(CC1)NC1=NC2=CC=C(C=C2C=N1)C1=C(C=C(C=C1F)NS(=O)(=O)C1=C(C=CC=C1)Cl)F N-(4-(2-(((1r,4r)-4-aminocyclohexyl)amino)-quinazolin-6-yl)-3,5-difluoro-phenyl)-2-chloro-benzenesulfonamide